[Si](C)(C)(C(C)(C)C)O[C@@H]([C@H](CC=1SC=2C(N1)=C(C=C(C2)OC)C(=O)OCC)OC2CCCC2)C2=CC(=C(C=C2)C=C)OC ethyl 2-[(2s,3r)-3-[tert-butyl (dimethyl) silyl] oxy-2-(cyclopentyloxy)-3-(3-methoxy-4-vinyl-phenyl) propyl]-6-methoxy-1,3-benzothiazole-4-carboxylate